N[C@@H](CC)C1=NC(=CC2=C1CN(C2=O)C2=NC(=CC=C2)C=2N1C(=NN2)CCC1C)N1[C@@H](CCC1)C 4-[(1S)-1-aminopropyl]-2-{6-[(5ξ)-5-methyl-6,7-dihydro-5H-pyrrolo[2,1-c][1,2,4]triazol-3-yl]pyridin-2-yl}-6-[(2R)-2-methylpyrrolidin-1-yl]-2,3-dihydro-1H-pyrrolo[3,4-c]pyridin-1-one